((trans)-3-(4-((S)-2-(((tert-butyldimethylsilyl) oxy) methyl) pyrrolidin-1-yl)-6-chloro-3-methyl-1H-pyrazolo[3,4-d]pyrimidin-1-yl) cyclobutyl) carbamate C(N)(O[C@@H]1C[C@H](C1)N1N=C(C=2C1=NC(=NC2N2[C@@H](CCC2)CO[Si](C)(C)C(C)(C)C)Cl)C)=O